ClC=1C=C(C=C(C1)Cl)C1(CCC1)OC(CC(C(=O)O)=C)=O 4-(1-(3,5-dichlorophenyl)cyclobutoxy)-2-methylene-4-oxobutanoic acid